O=C1CCC(CC1)(C(F)(F)F)CC#N (4-oxo-1-(trifluoromethyl)cyclohexyl)acetonitrile